ClC1=NC=C(C(=N1)NC1=C(C=C(C=C1)C1CC1)OC(C)C)C#N 2-chloro-4-((4-cyclopropyl-2-isopropoxyphenyl)amino)pyrimidine-5-carbonitrile